N[C@H]1CN(CCC1)[C@H]1[C@@H](C2=CC=CC=C2C1)OC1=C(C=C(C#N)C=C1)Cl 4-[[(1R,2R)-2-[(3R)-3-amino-1-piperidinyl]-2,3-dihydro-1H-inden-1-yl]oxy]-3-chlorobenzonitrile